N[C@H](C(=O)OC)C Methyl (2S)-2-aminopropionate